2-(2-bromo-4-oxo-6,7-dihydrothieno[3,2-c]pyridin-5(4H)-yl)acetic acid tert-butyl ester C(C)(C)(C)OC(CN1C(C2=C(CC1)SC(=C2)Br)=O)=O